1-(4-((5-(3,5-Dimethylisoxazol-4-yl)-2-methylphenyl)(2-((1-(2-(2,6-dioxopiperidin-3-yl)-1,3-dioxoisoindolin-5-yl)azacyclobutane-3-yl)oxy)propyl)amino)phenyl)cyclopropane-1-nitrile CC1=NOC(=C1C=1C=CC(=C(C1)N(C1=CC=C(C=C1)C1(CC1)C#N)CC(C)OC1CN(C1)C=1C=C2C(N(C(C2=CC1)=O)C1C(NC(CC1)=O)=O)=O)C)C